BrC=1C=C(C(=C(C1)N(C1CCC(CC1)NC(OC(C)(C)C)=O)C)C)C(NCC=1C(NC(=CC1C)C)=O)=O tert-butyl ((1r,4r)-4-((5-bromo-3-(((4,6-dimethyl-2-oxo-1,2-dihydropyridin-3-yl)methyl)carbamoyl)-2-methylphenyl)(methyl)amino)cyclohexyl)carbamate